NC1=CC(=C(C=C1)N1N=CC(=C1)C=1C=CC(N(N1)C1CC(C1)(F)F)=O)N1CCC2(CC2)CC1 6-(1-(4-amino-2-(6-azaspiro[2.5]octan-6-yl)phenyl)-1H-pyrazol-4-yl)-2-(3,3-difluorocyclobutyl)pyridazin-3(2H)-one